2-(2-{[1-(3-fluorophenyl)-1H-imidazol-2-yl]sulfanyl}propanamido)-4H,5H,6H-cyclopenta[b]thiophene-3-carboxamide FC=1C=C(C=CC1)N1C(=NC=C1)SC(C(=O)NC1=C(C2=C(S1)CCC2)C(=O)N)C